C(C)(C)(C)N1N=CC(=C1F)N 1-tert-butyl-5-fluoropyrazole-4-amine